tert-butyl (5-methyl-4-(4,4,5,5-tetramethyl-1,3,2-dioxaborolan-2-yl)pyridin-2-yl)carbamate CC=1C(=CC(=NC1)NC(OC(C)(C)C)=O)B1OC(C(O1)(C)C)(C)C